FC1(CN(CCC1C1=CC2=C(NC(N2C)=O)C=C1F)C(=O)OC(C)(C)C)F tert-butyl 3,3-difluoro-4-(6-fluoro-3-methyl-2-oxo-1H-benzimidazol-5-yl)-piperidine-1-carboxylate